ClC1([C@H]([C@@H]1C1=CC(=C(C=C1)F)Br)C(=O)O)Cl (1r,3r)-2,2-dichloro-3-(3-bromo-4-fluorophenyl)cyclopropane-1-carboxylic acid